NCCC1(NC=NC2=CC(=CC=C12)NC1=NC=CC(=N1)C1=CC2=C(N(N=C2C=C1)C)C(C)C)N 4-(2-aminoethyl)-N7-(4-(3-isopropyl-2-methyl-2H-indazol-5-yl)pyrimidin-2-yl)quinazoline-4,7-diamine